tert-butyl N-[(3R)-1-(2-{8-fluoro-2-methylimidazo[1,2-a]pyridin-6-yl}pyrido[2,3-d]pyrimidin-6-yl)pyrrolidin-3-yl]-N-methylcarbamate FC=1C=2N(C=C(C1)C=1N=CC3=C(N1)N=CC(=C3)N3C[C@@H](CC3)N(C(OC(C)(C)C)=O)C)C=C(N2)C